5-(4-Chlorophenyl)-1,2-oxazol ClC1=CC=C(C=C1)C1=CC=NO1